3-hydroxy-2-(hydroxymethyl)-2-(5-(4-methoxy-3-propoxyphenyl)pyridin-3-yl)propionic acid methyl ester COC(C(CO)(C=1C=NC=C(C1)C1=CC(=C(C=C1)OC)OCCC)CO)=O